C1(CC1)C=1C=C(C(=O)N2CCC3(C(N4[C@H](O3)CC[C@H]4C4=CC(=CC(=C4)F)F)=O)CC2)C=CC1 (5'S,7a'R)-1-(3-cyclopropylbenzoyl)-5'-(3,5-difluorophenyl)tetrahydro-3'H-spiro[piperidine-4,2'-pyrrolo[2,1-b]oxazol]-3'-one